trans-4-(5-bromo-2-((3-chloro-5-fluorophenyl)amino)imidazo[5,1-f][1,2,4]triazin-7-yl)cyclohexyl acetate C(C)(=O)O[C@@H]1CC[C@H](CC1)C1=NC(=C2C=NC(=NN21)NC2=CC(=CC(=C2)F)Cl)Br